[N+](=O)([O-])C1=CC=C(C=C1)S(=O)(=O)Cl 4-nitrobenzenesulfonylchloride